C(C[N+](CCC)(C)C)[N+](CCC)(C)C ethylenebis(dimethylpropylammonium)